5-hydroxy-2,8-dimethyl-phthalazin-1-one OC1=C2C=NN(C(C2=C(C=C1)C)=O)C